FC1=C(C(=O)NC2=CC(=CC=C2)COC(CCNC)C=2SC=CC2)C=CC=C1 2-fluoro-N-(3-((3-(methylamino)-1-(thiophen-2-yl)propoxy)methyl)phenyl)benzamide